[N+](=O)([O-])C=1C=CC=C2C=C(NC12)C(=O)O 7-nitroindole-2-carboxylic acid